2-[4-(difluoromethoxy)-3-[(E)-2-ethoxyvinyl]phenyl]acetic acid FC(OC1=C(C=C(C=C1)CC(=O)O)\C=C\OCC)F